3-(3-aminopyrazol-1-yl)-1-methyl-pyrrolidin-2-one NC1=NN(C=C1)C1C(N(CC1)C)=O